5-(2-fluoro-4-((4-(trifluoro-methyl)oxazol-2-yl)ethynyl)phenoxy)-1H-1,2,3-triazole-4-carboxylic acid FC1=C(OC2=C(N=NN2)C(=O)O)C=CC(=C1)C#CC=1OC=C(N1)C(F)(F)F